OC(=O)C(F)(F)F.[C@H]12N(C[C@H](NC1)CC2)C2C(NC(CC2)=O)=O 3-((1R,4R)-2,5-Diazabicyclo[2.2.2]octan-2-yl)piperidine-2,6-dione TFA salt